I.C(CCC)P(C12CC3CC(CC(C1)C3)C2)C23CC1CC(CC(C2)C1)C3 n-butylbis(1-adamantyl)phosphine hydroiodide